2-(7-((1S,2S)-2-hydroxycyclobutyl)-6,7-dihydro-5H-pyrrolo[2,3-c]pyridazin-3-yl)-3-methyl-5-(trifluoromethyl)phenol O[C@@H]1[C@H](CC1)N1CCC2=C1N=NC(=C2)C2=C(C=C(C=C2C)C(F)(F)F)O